FC=1C(=C(C(=CC1)C1=CC(=NC=C1)OC)NC(=O)N=S(=O)(N)C=1C=NN2C1OC(C2)(C)C)C N'-((3-fluoro-6-(2-methoxypyridin-4-yl)-2-methylphenyl)carbamoyl)-2,2-dimethyl-2,3-dihydropyrazolo[5,1-b]oxazole-7-sulfonimidamide